ClCC1=CC=C(C=C1)OC 4-(chloromethyl)-1-methoxybenzene